BrC(=N)N bromo-formamidine